BrC1=CC=C(S1)C1=CC=C(S1)C=1SC(=CC1)C=O 5''-bromo-2,2':5',2''-terthiophene-5-carboxaldehyde